N6-(2-aminoethyl)-N4-[(1-benzofuran-5-yl)methyl]-1-methyl-1H-pyrazolo[3,4-d]pyrimidine-4,6-diamine NCCNC1=NC(=C2C(=N1)N(N=C2)C)NCC=2C=CC1=C(C=CO1)C2